3-((1H-benzo[d]imidazol-5-yl)ethynyl)-1-((3S,5R)-5-(methoxymethyl)pyrrolidin-3-yl)-1H-pyrazolo[3,4-d]pyrimidin-4-amine hydrochloride Cl.N1C=NC2=C1C=CC(=C2)C#CC2=NN(C1=NC=NC(=C12)N)[C@@H]1CN[C@H](C1)COC